BrC1=C2C=CC=NC2=C(N=C1)NCCO[Si](C)(C)C(C)(C)C 5-bromo-N-(2-((tert-butyldimethylsilyl)oxy)ethyl)-1,7-naphthyridin-8-amine